CSC1=CC=C(C=C1)C1(COCC1)CO (3-(4-methylthiophenyl)tetrahydrofuran-3-yl)methanol